C(C=C)O[NH-] allyloxyamide